C(C=1C(O)=CC=CC1)NCCCC salicyl-n-butylamine